1-(2-acetyl-5-methyl-2,3,4,5-tetrahydro-1H-pyrido[4,3-b]indol-7-yl)-4-((5-fluoropyridin-2-yl)methoxy)pyridin-2(1H)-one C(C)(=O)N1CC2=C(N(C=3C=C(C=CC23)N2C(C=C(C=C2)OCC2=NC=C(C=C2)F)=O)C)CC1